C(C)S(=O)(=O)C1=CC=C(S1)C(=O)O 5-(ethylsulfonyl)thiophene-2-carboxylic acid